BrC(C1=C(C(=O)OC)C=CC(=C1)[N+](=O)[O-])Br methyl 2-(dibromomethyl)-4-nitrobenzoate